5-(2,4-difluorophenyl)-N-(3-(2-((2-(4-methylpyrimidin-2-yl)propan-2-yl)amino)-2-oxoethyl)azetidin-3-yl)isoxazole-3-carboxamide FC1=C(C=CC(=C1)F)C1=CC(=NO1)C(=O)NC1(CNC1)CC(=O)NC(C)(C)C1=NC=CC(=N1)C